FC1=C(C(=CC=C1C(=O)C1=NNC2=NC=C(C=C21)C2=CC=C(C=C2)C2=NN=NN2)F)NS(=O)(=O)CC2=CC=CC=C2 N-[2,6-difluoro-3-[5-[4-(1H-tetrazol-5-yl)phenyl]-1H-pyrazolo[3,4-b]pyridine-3-carbonyl]phenyl]-1-phenylmethanesulfonamide